FC(C1=NN=C(O1)C=1C=NC(=NC1)OC1(CC1)C1=C(C=CC=C1F)F)F 5-[5-(difluoromethyl)-1,3,4-oxadiazol-2-yl]-2-([1-(2,6-difluorophenyl)cyclopropyl]oxy)pyrimidine